C(CCCCCCCCCCCCCCCCCCCO)O icosane-1,20-diol